ClC=1C(=NC=2CN(CCC2C1)C(=O)OC(C)(C)C)OCC1=C(C=CC=C1)Cl tert-butyl 3-chloro-2-((2-chlorobenzyl) oxy)-5,8-dihydro-1,7-naphthyridine-7(6H)-carboxylate